FC(C(=O)O)(F)F.FC(C(=O)O)(F)F.NC(CN1CCC(CC1)C=1C=C2C(=C(N(C2=CC1)C(=O)OC[C@H]1NCCC1)C=1C(=C(C=2N(C1)N=CN2)C)C)C(C)C)=O (S)-pyrrolidin-2-ylmethyl 5-(1-(2-amino-2-oxoethyl)piperidin-4-yl)-2-(7,8-dimethyl-[1,2,4]triazolo[1,5-a]pyridin-6-yl)-3-isopropyl-1H-indole-1-carboxylate ditrifluoroacetate